1-(4-bromophenoxy)-3-(2-((tert-butyldimethylsilyl)oxy)ethoxy)propan-2-one tert-butyl-4-hydroxy-2,4,5-trimethylpiperidine-1-carboxylate C(C)(C)(C)OC(=O)N1C(CC(C(C1)C)(C)O)C.BrC1=CC=C(OCC(COCCO[Si](C)(C)C(C)(C)C)=O)C=C1